4-(6-((6-aminopyrimidin-4-yl)amino)-1H-pyrazolo[4,3-c]pyridin-1-yl)-3,5-dimethylbenzonitrile NC1=CC(=NC=N1)NC1=CC2=C(C=N1)C=NN2C2=C(C=C(C#N)C=C2C)C